[O+2].[O-2].[V+5] vanadium oxide oxygen